1-(3,5-bis(trifluoromethyl)phenyl)-3-n-butylthiourea FC(C=1C=C(C=C(C1)C(F)(F)F)NC(=S)NCCCC)(F)F